(E)-N'-(3,5-dimethoxybenzylidene)-6-(4-isobutoxyphenyl)pyrazine-2-carbohydrazide COC=1C=C(\C=N\NC(=O)C2=NC(=CN=C2)C2=CC=C(C=C2)OCC(C)C)C=C(C1)OC